The molecule is a flavonoid oxoanion resulting from the deprotonation of the hydroxy group at position 7 of the flavone moiety of quercetin 3-O-beta-D-glucosyl-(1->2)-beta-D-glucoside. The major species at pH 7.3. It is a conjugate base of a quercetin 3-O-beta-D-glucosyl-(1->2)-beta-D-glucoside. C1=CC(=C(C=C1C2=C(C(=O)C3=C(C=C(C=C3O2)O)O)O[C@H]4[C@@H]([C@H]([C@@H]([C@H](O4)CO)O)O)O[C@H]5[C@@H]([C@H]([C@@H]([C@H](O5)CO)O)O)O)O)[O-]